CC1=CC=C(C=C1)S(=O)(=O)OC (R/S)-methyl p-toluenesulfonate